CC1=CC=CC(=N1)C=1N=C2N(C1)CCC2 2-(6-methylpyridin-2-yl)-6,7-dihydro-5H-pyrrolo[1,2-a]Imidazole